3-(tert-butyl)-7-chloro-6-(3-methoxypropoxy)-3,4-dihydroisoquinoline C(C)(C)(C)C1N=CC2=CC(=C(C=C2C1)OCCCOC)Cl